COC=1N=C2C(=CC=NC2=CC1OC)OC1=C(C=C(C=C1)NC(=O)C=1C=NC(=C(C1O)C=1N(N=CC1)C)C)F N-[4-[(6,7-dimethoxy-1,5-naphthyridin-4-yl)oxy]-3-fluorophenyl]-4-hydroxy-6-methyl-5-(2-methylpyrazol-3-yl)pyridine-3-carboxamide